BrC1=CC(=C(C=C1)OCOCCOC)CBr 4-bromo-2-(bromomethyl)-1-((2-methoxyethoxy)methoxy)benzene